2-(3-(4-(pyrimidin-2-yl)piperazine-1-carbonyl)phenyl)-1H-benzo[d]imidazole-4-carboxamide N1=C(N=CC=C1)N1CCN(CC1)C(=O)C=1C=C(C=CC1)C1=NC2=C(N1)C=CC=C2C(=O)N